Triethylisobutyl-titanium C(C)[Ti](CC(C)C)(CC)CC